S1C=NC=C1C(=O)N1CC2(CN(C2)C(=O)C2(CC2)C(F)(F)F)[C@@H](C1)C(=O)OC Methyl (8S)-6-(1,3-thiazole-5-carbonyl)-2-[1-(trifluoromethyl)cyclopropanecarbonyl]-2,6-diazaspiro[3.4]octane-8-carboxylate